2-(5-((5-(2-amino-1H-benzo[d]imidazol-1-yl)-4-hydroxypentyl)oxy)-1-methyl-1H-pyrazol-4-yl)-6-methylisonicotinic acid NC1=NC2=C(N1CC(CCCOC1=C(C=NN1C)C=1C=C(C(=O)O)C=C(N1)C)O)C=CC=C2